4-(4-([1,1'-biphenyl]-4-yl)-6-(4-chlorophenyl)-1,3,5-triazin-2-yl)benzonitrile C1(=CC=C(C=C1)C1=NC(=NC(=N1)C1=CC=C(C=C1)Cl)C1=CC=C(C#N)C=C1)C1=CC=CC=C1